6-(4-carbamoyl-1H-imidazol-1-yl)-N-(6-(trifluoromethyl)pyridin-3-yl)picolinamide C(N)(=O)C=1N=CN(C1)C1=CC=CC(=N1)C(=O)NC=1C=NC(=CC1)C(F)(F)F